(Boc-amino)-5-hexynoic acid C(=O)(OC(C)(C)C)NC(C(=O)O)CCC#C